FC(OC=1C=C(OC2=CC=C(C=N2)NC2=NC=CC=C2N)C=CC1)(F)F N2-[6-[3-(trifluoro-methoxy)phenoxy]-3-pyridyl]pyridine-2,3-diamine